C(CCC)NC(COC1=CC=C(C=C1)N1C(C(=CC=C1C(F)(F)F)C(=O)N)=O)=O 4-(2-(butylamino)-2-oxoethoxy)phenyl-2-oxo-6-(trifluoromethyl)-1,2-dihydropyridine-3-carboxamide